C(C)OC1=CC(=NC=C1)NC1=CC=C(C(=N1)C(=O)N1[C@H](CCC(C1)(F)F)CNC([O-])=O)C (R)-((1-(6-((4-ethoxypyridin-2-yl)amino)-3-methylpyridine-2-carbonyl)-5,5-difluoropiperidine-2-yl)methyl)carbamate